C(#N)C1=C(C=C(C=C1)O)B(O)O 2-CYANO-5-HYDROXYPHENYLBORONIC ACID